tri-trimethylolpropane isostearate C(CCCCCCCCCCCCCCC(C)C)(=O)O.C(O)C(CC)(CO)CO.C(O)C(CC)(CO)CO.C(O)C(CC)(CO)CO